2-((S)-2-hydroxy-2-((R)-1,2,3,4-tetrahydroisoquinolin-3-yl)ethyl)-4,4-dimethyl-6-(6-azaspiro[2.5]octane-6-carbonyl)-3,4-dihydroisoquinolin-1(2H)-one O[C@@H](CN1C(C2=CC=C(C=C2C(C1)(C)C)C(=O)N1CCC2(CC2)CC1)=O)[C@@H]1NCC2=CC=CC=C2C1